2-[3-chloro-4-[8-[3-chloro-4-[4-[2-(dimethyl-amino)ethyl]piperazine-1-carbonyl]anilino]imidazo[1,2-a]pyrazin-3-yl]-2-fluoro-phenoxy]acetonitrile ClC=1C(=C(OCC#N)C=CC1C1=CN=C2N1C=CN=C2NC2=CC(=C(C=C2)C(=O)N2CCN(CC2)CCN(C)C)Cl)F